2-chloro-4-((4-hydroxy-2-methylphenyl)amino)nicotinonitrile ClC1=C(C#N)C(=CC=N1)NC1=C(C=C(C=C1)O)C